C(C)N1N=C2C=CC=CC2=C1C(=O)C=1C=CC(=C(C#N)C1)O 5-(2-ethyl-2H-indazole-3-carbonyl)-2-hydroxybenzonitrile